1-(1-(3,5-difluorobenzyl)-6-(4-methoxypyrrolo[2,1-f][1,2,4]triazin-5-yl)-1H-imidazo[4,5-b]pyridin-2-yl)azetidin-3-ol FC=1C=C(CN2C(=NC3=NC=C(C=C32)C=3C=CN2N=CN=C(C23)OC)N2CC(C2)O)C=C(C1)F